N-((4,7-dihydro-5H-thieno[2,3-c]pyran-7-yl)methyl)cyclopropylamine S1C=CC2=C1C(OCC2)CNC2CC2